3-hydroxy-pipecolic acid OC1C(NCCC1)C(=O)O